6-fluoro-N-[5-(2-fluoroethoxy)-4,6-dimethoxy-pyrimidin-2-yl]-7-pyrazin-2-yl-1H-indole-3-sulfonamide FC1=CC=C2C(=CNC2=C1C1=NC=CN=C1)S(=O)(=O)NC1=NC(=C(C(=N1)OC)OCCF)OC